(1S,2S,5R)-N-[(S)-(4-cyclopropyl-3-fluorophenyl)(phenyl)methyl]-3-[2-(1H-1,2,3-triazol-5-yl)acetyl]-3-azabicyclo[3.1.0]hexane-2-carboxamide C1(CC1)C1=C(C=C(C=C1)[C@@H](NC(=O)[C@@H]1[C@H]2C[C@H]2CN1C(CC1=CN=NN1)=O)C1=CC=CC=C1)F